FC1=CC=C2C3=C(C=NC(NC=4C=C(C=C(OCCCCOC2=C1)C4)C[S@](=O)(C)=N)=N3)F |r| (R and S)-(5,23-difluoro-8,13-dioxa-19,21,24-triazatetracyclo[18.3.1.114,18.02,7]pentacosa-1(23),2,4,6,14,16,18(25),20(24),21-nonaen-16-yl)methyl-imino-methyl-oxo-λ6-sulfane